CC=1SC=C(N1)S(=O)(=O)C1=CC=C(C=C1)CNC(=O)C1=CC=2C(=CN=CC2)O1 N-{[4-(2-methyl-1,3-thiazole-4-sulfonyl)phenyl]methyl}furo[2,3-c]pyridine-2-carboxamide